CC(C)C(C(C)C)CC 2,4-DIMETHYL-3-ETHYLPENTANE